2-(5-(3,5-dichlorophenyl)thiophen-2-yl)-1-(4-(4-fluorophenyl)piperidin-1-yl)ethan-1-one ClC=1C=C(C=C(C1)Cl)C1=CC=C(S1)CC(=O)N1CCC(CC1)C1=CC=C(C=C1)F